BrC=1C(=NC(=C(N1)Br)C)N 3,5-dibromo-6-methylpyrazine-2-amine